5-(3-(5-(hydroxy(thiazol-5-yl)methyl)-4H-1,2,4-triazol-3-yl)phenoxy)-1H-indole-4-carboxylic acid OC(C=1NC(=NN1)C=1C=C(OC2=C(C=3C=CNC3C=C2)C(=O)O)C=CC1)C1=CN=CS1